(+)-6-(5-chloropyridin-2-yl)-7-[(4-methylpiperazin-1-yl)carbonyloxy]-5,6-dihydropyrrolo[3,4-b]pyrazin-5-one ClC=1C=CC(=NC1)N1C(C2=NC=CN=C2C1=O)OC(=O)N1CCN(CC1)C